Dimethyl-12,12'-((2-(4-(2-((2-(didodecylamino)ethyl)(dodecyl)amino)ethyl)piperazin-1-yl)ethyl)azanediyl)didodecanoate COC(CCCCCCCCCCCN(CCCCCCCCCCCC(=O)OC)CCN1CCN(CC1)CCN(CCCCCCCCCCCC)CCN(CCCCCCCCCCCC)CCCCCCCCCCCC)=O